C(C)(C)C1=C(C=CC=C1)C(C)C bisisopropylbenzene